C(C)(C)(C)OC(=O)N1[C@H]2CN(C[C@@H]1CC2)C2=NC(=NC1=C(C(=C(C=C21)I)Br)Cl)Cl (1R,5S)-3-(7-bromo-2,8-dichloro-6-iodoquinazolin-4-yl)-3,8-diazabicyclo[3.2.1]Octane-8-carboxylic acid tert-butyl ester